(2S,4S)-1-((9,9-difluoro-9H-fluorene-3-carbonyl)glycyl)-4-(pyridin-2-yl)pyrrolidine-2-carboxylic acid FC1(C2=CC=CC=C2C=2C=C(C=CC12)C(=O)NCC(=O)N1[C@@H](C[C@@H](C1)C1=NC=CC=C1)C(=O)O)F